ClC1=C(N(C=C1)C)C1=NN=C(S1)NC(=O)C=1OC(C(=C(C1)I)OC)=O N-[5-(3-chloro-1-methylpyrrol-2-yl)-1,3,4-thiadiazol-2-yl]-4-iodo-5-methoxy-6-oxopyran-2-carboxamide